FC(C1=CC=C(OC2=C3C=CC(=CC3=CC=C2)C(=O)N)C=C1)(F)F 5-(4-(trifluoromethyl)phenoxy)-2-naphthalcarboxamide